C(CC)OC=C(C)C1=CC(=CC=C1)C(=COCCC)C 1,3-bis(1-propoxyprop-1-en-2-yl)benzene